(S)-5-(5-(1-(tert-Butoxycarbonyl)pyrrolidin-2-yl)-1,2,3,4-tetrahydroisoquinolin-7-yl)-3-methyl-1H-pyrrolo[2,3-b]pyridine-1-carboxylic acid tert-butyl ester C(C)(C)(C)OC(=O)N1C=C(C=2C1=NC=C(C2)C2=CC(=C1CCNCC1=C2)[C@H]2N(CCC2)C(=O)OC(C)(C)C)C